benzyl N-[2-[3-(3-iodophenyl)-3-methyl-4-oxo-butoxy]-2-methyl-propyl]-N-methyl-carbamate IC=1C=C(C=CC1)C(CCOC(CN(C(OCC1=CC=CC=C1)=O)C)(C)C)(C=O)C